(2S)-2-((2S)-2-(((2-(3-chlorophenyl)-2-methyl-1-(m-tolyl)propoxy)carbonyl)amino)-3-cyclohexylpropanamido)-3-((S)-2-oxopyrrolidin-3-yl)propanoic acid ClC=1C=C(C=CC1)C(C(OC(=O)N[C@H](C(=O)N[C@H](C(=O)O)C[C@H]1C(NCC1)=O)CC1CCCCC1)C=1C=C(C=CC1)C)(C)C